[Si](C)(C)(C(C)(C)C)OC=1C(=C2C(=NC1)N(N=C2C)C2OCCCC2)C=2CCN(CC2)C 4-[5-[(tert-butyldimethylsilyl)oxy]-3-methyl-1-(oxan-2-yl)pyrazolo[3,4-b]pyridin-4-yl]-1-methyl-3,6-dihydro-2H-pyridine